tert-butyl 4-[4-[4-(6-nitro-3-pyridyl) piperazin-1-yl]phenyl]-piperazine-1-carboxylate [N+](=O)([O-])C1=CC=C(C=N1)N1CCN(CC1)C1=CC=C(C=C1)N1CCN(CC1)C(=O)OC(C)(C)C